2-((4-methoxyphenyl)amino)nicotinic acid COC1=CC=C(C=C1)NC1=C(C(=O)O)C=CC=N1